C1(CC2C(CC1)O2)C(=O)OCC2CC1C(CC2)O1 4-epoxycyclohexyl-methyl 3,4-epoxycyclohexyl-carboxylate